C(CCCCCCCCCCCCCCCCC)(=O)C(OP(OC[C@@H](CO)OC(CCC\C=C/C\C=C/C\C=C/C\C=C/CCCCC)=O)(=O)O)CN stearoyl-2-arachidonoyl-sn-glycero-3-phosphoethanolamine